CN1N=C(C2=CC=C(C=C12)CO)C (1,3-dimethyl-1H-indazol-6-yl)methanol